BrC1=CC=C(C=C1)C=CC(=O)C1=CC=C(C(=O)NO)C=C1 4-(3-(4-bromophenyl)acryloyl)-N-hydroxybenzoamide